CN1N=C(C=C1)C=1C=CC(=NC1)N 5-(1-methyl-1H-pyrazol-3-yl)-2-aminopyridine